1-phenyl-2,5,8,11,14-pentaoxahexadecan-16-yl 4-methylbenzene-1-sulfonate CC1=CC=C(C=C1)S(=O)(=O)OCCOCCOCCOCCOCCOCC1=CC=CC=C1